ClC1=NC(=CC(=C1)C1=C(N=C(S1)NC(=O)N1C[C@@H](NCC1)CO)C1=CC(=CC=C1)C#N)C (3R)-N-[5-(2-chloro-6-methyl-4-pyridyl)-4-(3-cyanophenyl)thiazol-2-yl]-3-(hydroxymethyl)piperazine-1-carboxamide